CN1C(=NC=C1)C(=O)NC1=CNC2=CC=C(C=C12)CCOC1=CC=C(C=C1)C(F)(F)F 1-methyl-N-(5-(2-(4-(trifluoromethyl)phenoxy)ethyl)-1H-indol-3-yl)-1H-imidazole-2-carboxamide